FC(CN1C[C@@H](N(CC1)CC1=C2C=CNC2=C(C=C1OC)C)C1=CC(=C(C(=O)O)C=C1)NCC1COC1)F (S)-4-(4-(2,2-Difluoroethyl)-1-((5-methoxy-7-methyl-1H-indol-4-yl)methyl)piperazin-2-yl)-2-((oxetan-3-ylmethyl)amino)benzoic acid